3-hydroxybutane-1,2,3-tricarboxylic acid OC(C(CC(=O)O)C(=O)O)(C)C(=O)O